1-[6-(1,4-dioxa-8-azaspiro[4.5]decan-8-yl)-1-methyl-indazol-3-yl]hexahydropyrimidine-2,4-dione O1CCOC12CCN(CC2)C2=CC=C1C(=NN(C1=C2)C)N2C(NC(CC2)=O)=O